[Ta].N(C1=CC=CC=C1)S(=O)(=O)O anilinesulfonic acid tantalum